N4-(3,4-dichloro-2-fluorophenyl)-7-((1,3-dimethylpyrrolidin-3-yl)ethynyl)quinazoline-4,6-diamine ClC=1C(=C(C=CC1Cl)NC1=NC=NC2=CC(=C(C=C12)N)C#CC1(CN(CC1)C)C)F